5-((3,5-diethyl-1-(4-nitrobenzyl)-1H-pyrazol-4-yl)methyl)-1-trityl-1H-tetrazole C(C)C1=NN(C(=C1CC1=NN=NN1C(C1=CC=CC=C1)(C1=CC=CC=C1)C1=CC=CC=C1)CC)CC1=CC=C(C=C1)[N+](=O)[O-]